C(\C=C\C)(=O)Cl E-Crotonoyl chloride